Cl.Cl.BrC1=CC=C(C(=N1)CC1(CC(NCC1)C(F)(F)F)C(=O)OC)F Methyl 4-((6-bromo-3-fluoropyridin-2-yl)methyl)-2-(trifluoromethyl)piperidine-4-carboxylate dihydrochloride